The molecule is a ketoaldonic acid. It derives from a L-idonic acid and a L-gulonic acid. It is a conjugate acid of a 2-dehydro-L-idonate. C([C@@H]([C@H]([C@@H](C(=O)C(=O)O)O)O)O)O